2,5-dimethylphenyl-acetyl chloride CC1=C(C=C(C=C1)C)CC(=O)Cl